CC1=NC=NC=C1C1=NC2=C(N1CC(F)(F)F)C=C(C=C2)C#N 2-(4-Methylpyrimidin-5-yl)-1-(2,2,2-trifluoroethyl)-1H-benzo[d]imidazol-6-carbonitril